C(#N)C=1C=CC(=NC1)N1CCN(CC1)C1=CC=C(C=C1)NC(C1=CC(=C(C=C1)OC)F)=O N-(4-(4-(5-Cyanopyridin-2-yl)piperazin-1-yl)phenyl)-3-fluoro-4-methoxybenzamid